C(CC(O)(C(=O)O)CC(=O)O)(=O)O.FC=1C=C2C3=C(NC2=CC1)C1(OCC3)CCC(CC1)(N(C)C)C1=CC=CC=C1.FC=1C=C3C2=C(NC3=CC1)C1(OCC2)CCC(CC1)(N(C)C)C1=CC=CC=C1 (1r,4r)-6'-fluoro-N,N-dimethyl-4-phenyl-4',9'-dihydro-3'H-spiro[cyclohexane-1,1'-pyrano[3,4-b]indol]-4-amine hemicitrate